(S)-N-(5-(1-(2-amino-2-oxoethyl)-1H-pyrazol-4-yl)pyridin-2-yl)-2-((2-(4-cyanophenyl)-propyl)amino)-2-phenylacetamide NC(CN1N=CC(=C1)C=1C=CC(=NC1)NC([C@H](C1=CC=CC=C1)NCC(C)C1=CC=C(C=C1)C#N)=O)=O